NCCOCCNC(=O)C1=C(C=C(C=C1)NC(=O)C=1N(C(=CN1)C1=C(C=C(C=C1F)OC)F)C)CC N-[4-[2-(2-Aminoethoxy)ethylcarbamoyl]-3-ethylphenyl]-5-(2,6-difluoro-4-methoxyphenyl)-1-methylimidazol-2-carboxamid